5-(4,4,5,5-tetramethyl-1,3,2-dioxaborolan-2-yl)-3-pyridinol CC1(OB(OC1(C)C)C=1C=C(C=NC1)O)C